3,6-diaminopyrazine-2,5-dicarbonitrile NC=1C(=NC(=C(N1)C#N)N)C#N